heptenyl maleate C(\C=C/C(=O)[O-])(=O)OC=CCCCCC